Cl.FC=1C(=NC(=NC1)NC1=NC=C(C=C1)N1CC=2N(CC1)C(=NN2)C(F)(F)F)C=2C=C1C=CC=NC1=C(C2)F 5-Fluoro-4-(8-fluoroquinolin-6-yl)-N-(5-(3-(trifluoromethyl)-5,6-dihydro-[1,2,4]triazolo[4,3-a]pyrazin-7(8H)-yl)pyridin-2-yl)pyrimidin-2-amine hydrochloride